BrC1=CC=C(C=C1)C(C)(C)C=1N=C(SC1)NC(NCC1=CC=C(C(=O)N)C=C1)=O 4-((3-(4-(2-(4-bromophenyl)-propan-2-yl)thiazol-2-yl)ureido)methyl)benzamide